FC(C(=O)O)(F)F.N[C@@H]1[C@@H]([C@H](CC12CCNCC2)O)O |r| Racemic-(1S,2S,3S)-1-amino-8-azaspiro[4.5]decane-2,3-diol trifluoroacetate salt